CC(C)(C)C(/C(=C\\C1=C(C=C(C=C1)Cl)Cl)/N2C=NC=N2)O The molecule is a member of the class of triazoles that is 4,4-dimethyl-2-(1,2,4-triazol-1-yl)pent-1-en-3-ol substituted at position 1 by a 2,4-dichlorophenyl group. It is a dichlorobenzene, an olefinic compound, a secondary alcohol and a member of triazoles.